pentafluoro(3-nitrophenyl)-λ6-sulfane FS(C1=CC(=CC=C1)[N+](=O)[O-])(F)(F)(F)F